FC(OC1=NC=CC(=N1)CNC(=O)N[C@H]1[C@@H](C1)C(F)(F)F)F 1-[[2-(difluoromethoxy)pyrimidin-4-yl]methyl]-3-[(1R,2R)-2-(trifluoromethyl)cyclopropyl]urea